[Si](C)(C)(C(C)(C)C)OC=1C=C(C2=CC=CC=C2C1)C1C(CC=2C(=NC(=NC2C1)SC)N1[C@H](CN(C[C@@H]1C)C(=O)OC(C)(C)C)C)C tert-butyl (3S,5S)-4-[7-[3-[tert-butyl(dimethyl)silyl]oxy-1-naphthyl]-6-methyl-2-methylsulfanyl-5,6,7,8-tetrahydroquinazolin-4-yl]-3,5-dimethyl-piperazine-1-carboxylate